1,1,1-Trifluoro-2-trifluoromethyl-prop-2-en FC(C(=C)C(F)(F)F)(F)F